7-(3-(methoxy(methyl)amino)-3-oxopropyl)-3,4-dihydro-1,8-naphthyridine-1(2H)-carboxylic acid tert-butyl ester C(C)(C)(C)OC(=O)N1CCCC2=CC=C(N=C12)CCC(=O)N(C)OC